C1(=C(C=CC=C1)C=1C2=C(C(=C(C(=C2C(=C2C(=C(C(=C(C12)[2H])[2H])[2H])[2H])Br)[2H])[2H])[2H])[2H])C1=CC=CC=C1 ([1,1'-biphenyl]-2-yl)-10-bromoanthracene-1,2,3,4,5,6,7,8-d8